O1N=C(N=C1)C1=C2C=CC(=CC2=CC=C1)C(=O)O 5-(1,2,4-oxadiazol-3-yl)-2-naphthoic acid